COC1=CC=C(C=C1)C(OC[C@@]1(C(OC([C@@H](O1)N1C2=NC=NC(=C2N=C1)NC(C1=CC=CC=C1)=O)O)O)CO[Si](C(C)C)(C(C)C)C(C)C)(C1=CC=CC=C1)C1=CC=C(C=C1)OC N-[9-[(2R,6S)-6-[[bis(4-methoxyphenyl)-phenyl-methoxy]methyl]-3,5-dihydroxy-6-(triisopropylsilyloxymethyl)-1,4-dioxan-2-yl]purin-6-yl]benzamide